n-(4-bromo-2-methylphenyl)acetamide CC1=C(C=CC(=C1)Br)NC(=O)C